4-(4-bromo-2-oxo-2,3-dihydro-1H-1,3-benzodiazol-1-yl)-N-(6-chloropyridin-3-yl)cyclohexane-1-carboxamide BrC1=CC=CC=2N(C(NC21)=O)C2CCC(CC2)C(=O)NC=2C=NC(=CC2)Cl